COC(=O)[C@@H]1C[C@H](C1)N1N=C(C(=C1)I)C=O Trans-3-(3-formyl-4-iodo-1H-pyrazol-1-yl)cyclobutane-1-carboxylic acid methyl ester